C(C)(C)(C)OC(=O)N1CC=2N=CN=C(C2CC1)OC1=C(C=C(C=C1)F)[N+](=O)[O-] 4-(4-fluoro-2-nitrophenoxy)-5,8-dihydropyrido[3,4-d]pyrimidine-7(6H)-carboxylic acid tert-butyl ester